methanoazuleno[5,6-d][1,3]dioxole O1C2OC3=C1C=CC1=CC=CC1=C3C2